C1(CCC1)C=1C(=NN(C1C1=CC=C(C=C1)F)C)NC(C(C(C)(C1=CC=CC=C1)O)(F)F)=O N-(4-cyclobutyl-5-(4-fluorophenyl)-1-methyl-1H-pyrazol-3-yl)-2,2-difluoro-3-hydroxy-3-phenylbutanamide